FC(CC1=C(C=CC=C1)CCCC(=O)O)C 4-(2-(2-fluoropropyl)phenyl)butanoic acid